sulfydryl-(sodium) S[Na]